2-Cyclopropyl-N-(2'-(4-methyl-4H-1,2,4-triazol-3-yl)-[1,1'-biphenyl]-3-yl)-6-oxo-1-(2-(pyrrolidin-1-yl)ethyl)-1,6-dihydropyrimidine-4-carboxamide C1(CC1)C=1N(C(C=C(N1)C(=O)NC=1C=C(C=CC1)C1=C(C=CC=C1)C1=NN=CN1C)=O)CCN1CCCC1